5-(dimethylcarbamoyl)-1-phenyl-4,5-dihydro-1H-pyrazole-3-carboxylic acid ethyl ester C(C)OC(=O)C1=NN(C(C1)C(N(C)C)=O)C1=CC=CC=C1